FC(C=1C=C(C=C(C1)C(F)(F)F)C(C(=O)N(C)C=1C(=C2C(=NC1)N(N=C2)CC)C2=C(SC=C2)Cl)(C)C)(F)F 2-(3,5-bis-trifluoromethyl-phenyl)-N-[4-(2-chloro-thiophen-3-yl)-1-ethyl-1H-pyrazolo[3,4-b]pyridin-5-yl]-N-methyl-isobutyramide